CN(CCCOC1=CC=C(C=N1)C1=CC=2C3=C(N=NC2C=C1F)N(C(N3C(C)C)=O)C)C 8-(6-(3-(Dimethylamino)propoxy)pyridin-3-yl)-7-fluoro-1-isopropyl-3-methyl-1H-imidazo[4,5-c]cinnolin-2(3H)-one